C(C)(=O)OI(OC(C)=O)C1=CC=CC=C1 [di(acetoxy)iodo]benzene